O1C(CCC1)C1=C(C=CC=C1)CS(=O)(=O)Cl (2-(tetrahydrofuran-2-yl)phenyl)methanesulfonyl chloride